NC1=C2C(=NC=N1)N(N=C2C2=CC=C(C=C2)NC(=O)C=2C(N(N=C(C2)C(C)C)C2=CC=C(C=C2)Cl)=O)CCF N-(4-(4-Amino-1-(2-fluoroethyl)-1H-pyrazolo[3,4-d]pyrimidin-3-yl)phenyl)-2-(4-Chlorophenyl)-6-isopropyl-3-oxo-2,3-dihydropyridazine-4-carboxamide